C(C)(C)C1=CC=C(C=C1)[C@](O)(C=1C=NC=C(C1)C=1NC(=CC1)C)C1(CNC1)C (R)-(4-isopropyl-phenyl)-(3-methyl-azetidin-3-yl)-[5-(5-methyl-Azol-2-yl)-pyridin-3-yl]-methanol